NCCN(CCN1C(N(CC1)CCN(CCNCC#N)CCNCC#N)=O)CC#N 2,2'-((((2-(3-(2-((2-aminoethyl)(cyanomethyl)amino)ethyl)-2-oxoimidazolidin-1-yl)ethyl)azanediyl)bis(eth-ane-2,1-diyl))bis(azanediyl))diacetonitrile